(4-phosphonophenyl)ethylene P(=O)(O)(O)C1=CC=C(C=C1)C=C